2,3,5-Trifluorobenzonitrile FC1=C(C#N)C=C(C=C1F)F